tert-butyl 6-[2-fluoro-4-(trifluoromethyl)phenyl]-3,4-dihydro-2H-pyridine-1-carboxylate FC1=C(C=CC(=C1)C(F)(F)F)C1=CCCCN1C(=O)OC(C)(C)C